FC(C(=O)N[C@@H](C(C)C)C(=O)N1[C@@H](C[C@H](C1)C(F)(F)F)C(=O)O)(F)F N-(trifluoroacetyl)-L-valyl-(4R)-4-(trifluoromethyl)-L-proline